(2-fluoro-3-methoxyphenyl)-1-[[2-fluoro-6-(trifluoromethyl)phenyl]methyl]-6-methyl-2,4(1H,3H)-pyrimidinedione FC1=C(C=CC=C1OC)N1C(N(C(=CC1=O)C)CC1=C(C=CC=C1C(F)(F)F)F)=O